(E)-3-(3-hexyl-2,2-dimethylcyclopropyl)acrylic acid C(CCCCC)C1C(C1/C=C/C(=O)O)(C)C